FC(C1=CC=2N(C=C1C1CCNCC1)N=CN2)F 4-(7-(difluoromethyl)-[1,2,4]triazolo[1,5-a]pyridin-6-yl)piperidin